C(C)(C)OC([C@H](C)NP(=O)(OC1=CC=CC=C1)CC1=CC2=C(SC(=C2)C(=O)O)C=C1)=O 5-(((((S)-1-isopropoxy-1-oxopropan-2-yl)amino)(phenoxy)phosphoryl)methyl)benzo[b]thiophene-2-carboxylic Acid